CB1OB(OB(O1)C)C trimethyl-1,3,5,2,4,6-trioxatriborinane